N-(5-fluoro-2-oxo-1-(1-(4-(propan-2-ylidene)cyclohexyl)piperidin-4-yl)indolin-3-yl)isobutyramide FC=1C=C2C(C(N(C2=CC1)C1CCN(CC1)C1CCC(CC1)=C(C)C)=O)NC(C(C)C)=O